O=C1C[C@@H](CN1)OC(=O)N1CCN(CC1)C1=NC=2N(C=C1)N=CC2C=2C(=NC=CC2)OC(C)C [(3S)-5-oxopyrrolidin-3-yl]-4-[3-(2-isopropoxy-3-pyridyl)pyrazolo[1,5-a]pyrimidin-5-yl]piperazine-1-carboxylate